C(C)(C)(C)OC(=O)N1C(CC(CC1)C(=O)O)C(=O)OC 1-(tert-Butoxycarbonyl)-2-(methoxycarbonyl)piperidine-4-carboxylic Acid